Methyl 6-chloro-3-cyclopropylpicolinate ClC1=CC=C(C(=N1)C(=O)OC)C1CC1